5-heptenylmethyldimethoxysilane C(CCCC=CC)[Si](OC)(OC)C